CC(C(=O)OCC)C ethyl 2-methylpropanoat